2-benzyl-(methyl)amino-9H-thioxanthene C(C1=CC=CC=C1)C1=C(C=2CC3=CC=CC=C3SC2C=C1)NC